C1(CC1)C(=O)NC1=CC(=C(N=N1)C(=O)NC([2H])([2H])[2H])NC1=NC=CC=2C3=C(N(C(=N3)C)C)C3(COC3)N(C12)C 6-(cyclopropanecarboxamido)-N-(methyl-d3)-4-((2,3,5-trimethyl-3,5-dihydrospiro[imidazo[4,5-c][1,7]naphthyridine-4,3'-oxetan]-6-yl)amino)pyridazine-3-carboxamide